(S,E)-1-(2-chloro-4-(2-(1-ethyl-3-(trifluoromethyl)-1H-pyrazol-4-yl)-3-fluorophenyl)-3-methyl-4,6-dihydro-5H-thieno[2,3-c]pyrrol-5-yl)-4-(dimethylamino)but-2-en-1-one ClC1=C(C2=C(CN([C@H]2C2=C(C(=CC=C2)F)C=2C(=NN(C2)CC)C(F)(F)F)C(\C=C\CN(C)C)=O)S1)C